NC1=NC=C2N(C(N(C2=N1)[C@@H]1O[C@@H](C[C@H]1O)CO)=O)CC1=CC=C(C=C1)C(F)(F)F 2-amino-9-((2R,3R,5S)-3-hydroxy-5-(hydroxymethyl)tetrahydrofuran-2-yl)-7-(4-(trifluoromethyl)benzyl)-7,9-dihydro-8H-purin-8-one